4-Carbamoyl-4-{1-oxo-4-[4-(tetrahydro-pyran-4-ylmethyl)-benzyloxy]-1,3-dihydro-isoindol-2-yl}-butyric acid methyl ester COC(CCC(N1C(C2=CC=CC(=C2C1)OCC1=CC=C(C=C1)CC1CCOCC1)=O)C(N)=O)=O